BrCC(=O)NC1=CC=C(C=C1)S(F)(F)(F)(F)F 2-bromo-N-(4-(pentafluoro-λ6-sulfaneyl)phenyl)acetamide